N[C@H](CC1=C(C2=NC(=CC(=C2S1)NCC=1SC=CN1)Cl)C)CC 2-[(2S)-2-aminobutyl]-5-chloro-3-methyl-N-[(1,3-thiazol-2-yl)methyl]thieno[3,2-b]pyridin-7-amine